2,4,4,6-Tetrabromocyclohexadienone BrC=1C(C(=CC(C1)(Br)Br)Br)=O